5-(2-((2r,5s)-5-amino-1,3-dioxan-2-yl)ethyl)-N3-methyl-1-((S)-1-phenylethyl)-1H-pyrazole-3,5-dicarboxamide NC1COC(OC1)CCC1(C=C(NN1[C@@H](C)C1=CC=CC=C1)C(=O)NC)C(=O)N